B1OCOC1 4,2-dioxaborolan